C1(CCCCC1)NP(N)(N)=O cyclohexylphosphoric acid triamide